N-((1s,4s)-4-(4-(3-cyano-4-((3-fluoropyridin-2-yl)thio)pyrazolo[1,5-a]pyridin-6-yl)-5-methyl-1H-pyrazol-1-yl)cyclohexyl)methane-sulfonamide C(#N)C=1C=NN2C1C(=CC(=C2)C=2C=NN(C2C)C2CCC(CC2)NS(=O)(=O)C)SC2=NC=CC=C2F